4-chloro-3',4'-dimethoxybenzophenone ClC1=CC=C(C(=O)C2=CC(=C(C=C2)OC)OC)C=C1